N-hexyl-methacrylamide C(CCCCC)NC(C(=C)C)=O